ClC=1C(=NC=CC1C1=NC(=C(C=C1)CNC[C@@H]1CCC(N1)=O)OC)C1=C(C(=CC=C1)NC1=NC=CC(=C1F)CNCCO)Cl (S)-5-((((3'-chloro-2'-(2-chloro-3-((3-fluoro-4-(((2-hydroxyethyl)amino)methyl)pyridin-2-yl)amino)phenyl)-6-methoxy-[2,4'-bipyridin]-5-yl)methyl)amino)methyl)pyrrolidin-2-one